N-[(1S)-1-[[(1S)-2-amino-2-oxo-1-[[(3S)-2-oxopyrrolidin-3-yl]methyl]ethyl]carbamoyl]-3,3-dimethyl-butyl]-7-chloro-1H-indole-2-carboxamide NC([C@H](C[C@H]1C(NCC1)=O)NC(=O)[C@H](CC(C)(C)C)NC(=O)C=1NC2=C(C=CC=C2C1)Cl)=O